2-[2-(piperazin-1-yl)ethoxy]ethan-1-ol N1(CCNCC1)CCOCCO